N1CC(C1)N1CCC(CC1)COC1=CC(=C2C(NC(=NC2=C1)CCC1CCOCC1)=O)F 7-((1-(azetidin-3-yl)piperidin-4-yl)methoxy)-5-fluoro-2-(2-(tetrahydro-2H-pyran-4-yl)ethyl)quinazolin-4(3H)-one